CNN=C1CC(C2=CC=CC=C12)=O 1H-indene-1,3(2H)-dione-1-(methylhydrazone)